Racemic-tert-butyl 8,9-difluoro-1-(8-fluoro-N-methylindolizine-2-carboxamido)-6-oxo-1,2,5,6-tetrahydrobenzo[c][1,7]naphthyridine-3(4H)-carboxylate FC=1C(=CC2=C(C(NC=3CN(C[C@@H](C23)N(C(=O)C=2C=C3C(=CC=CN3C2)F)C)C(=O)OC(C)(C)C)=O)C1)F |r|